CC1=C(C(=CC(=C1)OC1=CC=CC=C1)C)N1C(C=CC1=O)=O 1-(2,6-dimethyl-4-phenoxyphenyl)-1H-pyrrole-2,5-dione